BrC1=C(C=CC=C1)CCCC(=O)NC1=C2C(N(C(C2=CC=C1)=O)C1C(NC(CC1)=O)=O)=O 4-(2-bromophenyl)-N-[2-(2,6-dioxopiperidin-3-yl)-1,3-dioxoisoindol-4-yl]butanamide